3-Methyl-8-phenylquinoline CC=1C=NC2=C(C=CC=C2C1)C1=CC=CC=C1